FCC1CN(C1)C(=O)C=1C=NN2C1NC=CC2=O 3-[3-(fluoromethyl)azetidine-1-carbonyl]-4H-pyrazolo[1,5-a]pyrimidin-7-one